C(C1=CC=CC=C1)(=O)C1=CN=C(O1)N1CCN(CC1)C(=O)OCC1C2=CC=CC=C2C=2C=CC=CC12 (9H-fluoren-9-yl)methyl 4-(5-benzoyloxazol-2-yl)piperazine-1-carboxylate